CN1CCN(CC1)C1=NC=C(C=C1)B1OC(C(O1)(C)C)(C)C 1-methyl-4-[5-(4,4,5,5-tetramethyl-1,3,2-dioxaborolan-2-yl)pyridin-2-yl]Piperazine